[Si](C1=CC=CC=C1)(C1=CC=CC=C1)(C(C)(C)C)OC1CCC2(CCCN(C2)C(=O)OC(C)(C)C)CC1 tert-butyl 9-[tert-butyl(diphenyl)silyl]oxy-2-azaspiro[5.5]undecane-2-carboxylate